1-[3-formyl-6-[6-(6-methylpyridazin-3-yl)oxypyrazolo[1,5-a]pyridin-3-yl]-2-pyridyl]-5-methyl-pyrazole-3-carbonitrile C(=O)C=1C(=NC(=CC1)C=1C=NN2C1C=CC(=C2)OC=2N=NC(=CC2)C)N2N=C(C=C2C)C#N